N,2-bis(4-chlorophenyl)-N-methylisonicotinamide ClC1=CC=C(C=C1)N(C(C1=CC(=NC=C1)C1=CC=C(C=C1)Cl)=O)C